5-(2-((tert-butyldiphenylsilyl)oxy)ethyl)-3,3-difluorodihydrofuran-2(3H)-one [Si](C1=CC=CC=C1)(C1=CC=CC=C1)(C(C)(C)C)OCCC1CC(C(O1)=O)(F)F